C12CNCC(CC1)N2C2=CC=C1C(=N2)CN(C1)C(C(C1=CC=CC=C1)(F)F)=O 1-(2-(3,8-diazabicyclo[3.2.1]octan-8-yl)-5,7-dihydro-6H-pyrrolo[3,4-b]pyridin-6-yl)-2,2-difluoro-2-phenylethan-1-one